N-(2-(4-cyclopropyl-piperazine-1-yl)-5-((6-((R)-3-(3-fluorophenyl)-isoxazolidine-2-yl)pyrimidine-4-yl)amino)-4-methoxyphenyl)acrylamide C1(CC1)N1CCN(CC1)C1=C(C=C(C(=C1)OC)NC1=NC=NC(=C1)N1OCC[C@@H]1C1=CC(=CC=C1)F)NC(C=C)=O